Methyl-3,4-di-O-benzyl-6-levulinyl-α-D-galactopyranose C[C@@]1(O)[C@H](O)[C@@H](OCC2=CC=CC=C2)[C@@H](OCC2=CC=CC=C2)[C@H](O1)C(O)C(CCC(=O)C)=O